5-chloro-N3-methyl-pyridazine-3,4-diamine ClC=1C(=C(N=NC1)NC)N